(2-amino-6-(1H-benzo[d]imidazol-5-yl)imidazo[1,2-a]pyridin-3-yl)((1s,2s)-2-fluorocyclopropyl)methanone Cobalt trichloride [Co](Cl)(Cl)Cl.NC=1N=C2N(C=C(C=C2)C2=CC3=C(NC=N3)C=C2)C1C(=O)[C@H]1[C@H](C1)F